cumyl acetate C(C)(=O)OC(C)(C)C1=CC=CC=C1